ClC1=C(C2=C(N=N1)N(C=N2)C2C1CCC(CC2)N1C(=O)[O-])C 2-(3-chloro-4-methyl-7H-imidazo[4,5-c]pyridazin-7-yl)-8-azabicyclo[3.2.1]octane-8-carboxylate